BrC=1C=C(C=CC1)C1=CCC(CN(C1)S(=O)(=O)C1=CC=C(C)C=C1)O 6-(3-bromophenyl)-1-p-toluenesulfonyl-2,3,4,7-tetrahydro-1H-azepin-3-ol